(E)-6-(6-(2-(5-Cyclopropyl-3-(3,5-dichloropyridin-4-yl)isoxazol-4-yl)vinyl)-2-azaspiro[3.3]heptan-2-yl)-4-(methoxymethyl)chinolin C1(CC1)C1=C(C(=NO1)C1=C(C=NC=C1Cl)Cl)/C=C/C1CC2(CN(C2)C=2C=C3C(=CC=NC3=CC2)COC)C1